2-(4-fluorophenyl)-2,4-dihydro-3H-1,2,4-triazol-3-one FC1=CC=C(C=C1)N1N=CNC1=O